1,3-dimethyl-7-morpholino-2-oxo-1,2-dihydroquinolin-5-yl triflate O(S(=O)(=O)C(F)(F)F)C1=C2C=C(C(N(C2=CC(=C1)N1CCOCC1)C)=O)C